C=1N=CN2C1C1=CC=CC=C1[C@H]2C(C)(O)C=2NC=CN2 ((S)-5H-imidazo[5,1-a]isoindol-5-yl)-1-(1H-imidazol-2-yl)ethan-1-ol